ClC1=C(C=C2C=C(N=CC2=C1)NC(=O)[C@H]1[C@@H](C1)C=1SC=CC1)C1CCN(CC1)[C@@]1(COC[C@@H]1O)C (1R,2R)-N-(7-chloro-6-(1-((3R,4R)-4-hydroxy-3-methyltetrahydrofuran-3-yl)piperidin-4-yl)isoquinolin-3-yl)-2-(thiophen-2-yl)cyclopropane-1-carboxamide